NC1=NNC2=CC=C(C=C12)C1=CC(=NC=C1)NC(=O)NC1=CC(=CC=C1)OCC1=CC=C(C=C1)F (4-(3-amino-1H-indazol-5-yl)pyridine-2-yl)-3-(3-((4-fluorobenzyl)oxy)phenyl)urea